C[C@@H]1CC[C@H](N(C1)C(C(=O)O[Li])=O)C1=CC=CC=C1 [2-[(2S,5R)-5-methyl-2-phenyl-1-piperidyl]-2-oxo-acetyl]oxylithium